OC1(CCN(CC1)C1=NC=C2NC(N(C2=N1)C)=O)CC(=O)OC(C)(C)C tert-butyl 2-[4-hydroxy-1-(9-methyl-8-oxo-7H-purin-2-yl)-4-piperidyl]acetate